(S)-7-(2-Cyclopropyl-benzyl)-5-(4'-difluoromethyl-2'-methoxy-3,4,5,6-tetrahydro-2H-[1,3']bipyridinyl-4-yl)-4-methyl-2,4,5,7-tetrahydro-pyrazolo[3,4-d]pyrimidin-6-on C1(CC1)C1=C(CN2C(N([C@H](C=3C2=NNC3)C)C3CCN(CC3)C=3C(=NC=CC3C(F)F)OC)=O)C=CC=C1